C(CCCCCCCCCCC)CC(CC(=O)[O-])=O.C(CCCCCCCCCCC)CC(CC(=O)[O-])=O.[Al+2] aluminum bis(dodecyl acetoacetate)